tert-Butyl (6S)-6-[4-(5-cyano-2-pyridyl)piperazine-1-carbonyl]-2,2-dimethyl-morpholine-4-carboxylate C(#N)C=1C=CC(=NC1)N1CCN(CC1)C(=O)[C@H]1OC(CN(C1)C(=O)OC(C)(C)C)(C)C